ClC=1C=CC(=C(C1)C(CCC1=C(C=CC(=C1)B1OC(C(O1)(C)C)(C)C)CC(=O)OCC)O)COC1=NC(=CC=C1)Cl Ethyl 2-[2-[3-[5-chloro-2-[(6-chloro-2-pyridyl)oxymethyl]phenyl]-3-hydroxy-propyl]-4-(4,4,5,5-tetramethyl-1,3,2-dioxaborolan-2-yl)phenyl]acetate